Methyl 4-(6-ethoxypyrazin-2-yl)-2-methylbenzoate C(C)OC1=CN=CC(=N1)C1=CC(=C(C(=O)OC)C=C1)C